BrC1=NN(C(=C1)CC(C)C)C=1C=CC(=NC1)OC(F)F 5-(3-bromo-5-isobutylpyrazol-1-yl)-2-(difluoromethoxy)pyridine